C(C)(=O)NNC(C(=O)OCC)=O ethyl 2-(2-acetylhydrazino)-2-oxoacetate